tert-butyl 3-(4-(((ethyl(methyl)amino)methylene)amino)-2-methoxy-5-methylphenyl)-3-hydroxyazetidine-1-carboxylate C(C)N(C)C=NC1=CC(=C(C=C1C)C1(CN(C1)C(=O)OC(C)(C)C)O)OC